FC=1C=C(C=C(C1F)F)B1OCCN(CCO1)C 2-(3,4,5-Trifluorophenyl)-6-methyl-[1,3,6,2]dioxazaborocane